Br\C(=C/C=O)\C1=CC2=CC=CC=C2C=C1 (Z)-3-bromo-3-(2-naphthyl)acrolein